N-((3-chloro-4-fluorophenyl)(5-methyl-4-(methylsulfonyl)-1H-imidazol-2-yl)methyl)-5-ethoxypyrimidin-2-amine ClC=1C=C(C=CC1F)C(NC1=NC=C(C=N1)OCC)C=1NC(=C(N1)S(=O)(=O)C)C